6-hydroxy-2-(m-tolyl)thieno[2,3-b]pyridine-5-carboxylic acid OC1=C(C=C2C(=N1)SC(=C2)C=2C=C(C=CC2)C)C(=O)O